C(C=C)OCC(COCC12COC(OC1)(OC2)C)(COCC21COC(OC2)(OC1)C)COCC12COC(OC1)(OC2)C 4,4'-(((2-((allyloxy)methyl)-2-(((1-methyl-2,6,7-trioxabicyclo[2.2.2]octan-4-yl)methoxy)methyl)propane-1,3-diyl)bis(oxy))bis(methylene))bis(1-methyl-2,6,7-trioxabicyclo[2.2.2]octane)